C[C@@H]1O[C@@H](CN(C1)C(=O)C1=CC=C(C=C1)C1=CC2=C(CC3=C2NN=C3C3=CC=C2C=NN(C2=C3)C)S1)C ((2S,6R)-2,6-dimethylmorpholino)(4-(3-(1-methyl-1H-indazol-6-yl)-1,4-dihydrothieno[2',3':4,5]cyclopenta[1,2-c]pyrazol-6-yl)phenyl)methanone